C(C)(C)(C)OC(=O)N=[S@@](=O)(C1=CC=C(C=C1)OC)N1[C@@H](CCC1)C(=O)OC methyl ((S)-N-(tert-butoxycarbonyl)-4-methoxyphenylsulfonimidoyl)-L-prolinate